NCCCO[Si](OC)(C)CCCN (2-aminoethyl)-3-aminopropylmethyldimethoxysilane